(2-(3-(4-isopropylpiperazin-1-yl)-1H-pyrazol-1-yl)phenyl)methylamine C(C)(C)N1CCN(CC1)C1=NN(C=C1)C1=C(C=CC=C1)CN